FC(CCCOC1=CC=C(C(=O)OC2=CC=C(C=C2)/C=C/C(=O)O)C=C1)(F)F (E)-3-(4-((4-(4,4,4-trifluorobutoxy)benzoyl)oxy)phenyl)acrylic acid